N-((1-(3-chloro-5-methoxyphenyl)-3-(trifluoromethyl)-1H-pyrazol-5-yl)methyl)-2-(2,3-dihydro-1H-inden-5-yl)propanamide ClC=1C=C(C=C(C1)OC)N1N=C(C=C1CNC(C(C)C=1C=C2CCCC2=CC1)=O)C(F)(F)F